N-[(4-cyanophenyl)carbamoyl]-3-(3-pyridinyl)-beta-alanine C(#N)C1=CC=C(C=C1)NC(=O)NC(CC(=O)O)C=1C=NC=CC1